(5-iodo-2-chlorophenyl)(4-(2-cyclopropoxyethoxy)phenyl)methanone IC=1C=CC(=C(C1)C(=O)C1=CC=C(C=C1)OCCOC1CC1)Cl